CC1NCCC1C1=NOCC(O1)CN1CCCCC1 (2-methylpyrrolidin-3-yl)-5-(piperidin-1-ylmethyl)-5,6-dihydro-1,4,2-dioxazine